FC(OC1=CC=CC(=N1)C=1CCN(CC1)CCNC(OC(C)(C)C)=O)(F)F tert-Butyl {2-[6-(trifluoromethoxy)-3',6'-dihydro[2,4'-bipyridin]-1'(2'H)-yl]ethyl}carbamate